(+/-)-N-((3S,4R)-3-fluoro-1-methylpiperidin-4-yl)-2-(5-(((2-methoxy-4-(methylsulfonyl)phenyl)amino)methyl)thiophen-2-yl)-1-(2,2,2-trifluoroethyl)-1H-indol-4-amine F[C@H]1CN(CC[C@H]1NC=1C=2C=C(N(C2C=CC1)CC(F)(F)F)C=1SC(=CC1)CNC1=C(C=C(C=C1)S(=O)(=O)C)OC)C |r|